Cl.Cl.NCCCN1CCN(CCC1)CC[C@@H](CCOC=1C=C(C(=O)OC)C=C(C1OC)OC)OCC1=CC=CC=C1 methyl 3-{[(3S)-5-[4-(3-aminopropyl)-1,4-diazepan-1-yl]-3-(benzyloxy)pentyl] oxy}-4,5-dimethoxybenzoate dihydrochloride